1-(4-(3-fluoro-5-(trifluoromethyl)benzyl)pyridin-2-yl)-5-(2-methoxyethyl)-1,5,6,7-tetrahydro-4H-pyrazolo[4,3-c]pyridin-4-one FC=1C=C(CC2=CC(=NC=C2)N2N=CC=3C(N(CCC32)CCOC)=O)C=C(C1)C(F)(F)F